C(C1=CC=CC=C1)C1(C(C=CC2=CC=CC=C12)C)S(=O)(=O)O alpha-benzyl-methyl-naphthalenesulfonic acid